benzyl 2-methylpiperazine-1-carboxylate CC1N(CCNC1)C(=O)OCC1=CC=CC=C1